C(C1=CC=CC=C1)N1C2=C(C=C3N(C(C=4C=CC=C1C34)=O)C)C=CC=N2 6-benzyl-1-methyl-1,6-dihydro-2H-pyrido[3',2':6,7]azepino[4,3,2-cd]isoindol-2-one